((3-(hydroxymethyl)pyridin-2-yl)amino)-3-((6-methoxy-4,4-dimethyl-1,2,3,4-tetrahydroisoquinolin-7-yl)amino)-1,2,4-triazine-6-carboxamide OCC=1C(=NC=CC1)NC=1N=C(N=NC1C(=O)N)NC1=C(C=C2C(CNCC2=C1)(C)C)OC